6-chloro-5-((1,1,1-trifluoropropan-2-yl)oxy)pyrimidin-4-amine ClC1=C(C(=NC=N1)N)OC(C(F)(F)F)C